NC1=NC(=C2N=CN(C2=N1)CC1=C(C=C(C=C1F)N)F)C1=NC=CC(=C1)C#N [2-Amino-9-[(4-Amino-2,6-DifluoroPhenyl)Methyl]Purin-6-Yl]Pyridine-4-Carbonitrile